3-chloro-4-((3,5-difluoropyridin-2-yl)methoxy-d2)-2'-(4-fluoro-3-(isopropylsulfonyl)-1H-pyrazol-1-yl)-5',6-dimethyl-2H-[1,4'-bipyridin]-2-one ClC=1C(N(C(=CC1OC([2H])([2H])C1=NC=C(C=C1F)F)C)C1=CC(=NC=C1C)N1N=C(C(=C1)F)S(=O)(=O)C(C)C)=O